COC=1C=C(C=CC1OCC1=CC=C(C=C1)OC)CC=1C(=NC(=NC1)N)N 5-[[3-methoxy-4-[(4-methoxyphenyl)methoxy]phenyl]methyl]pyrimidine-2,4-diamine